ClCCCCCCCCC1=C(C=CC=C1)O chlorooctyl-phenol